N1(CCCC1)C(=O)C1=CN=C2N1C=C(C=C2)C=2C=CN1N=C(N=CC12)N[C@@H](C(F)(F)F)C (R)-pyrrolidin-1-yl(6-(2-((1,1,1-trifluoropropan-2-yl)amino)pyrrolo[2,1-f][1,2,4]triazin-5-yl)imidazo[1,2-a]pyridin-3-yl)methanone